Cl.NC\C=C(\CN1C=NC2=C1C=C(C=C2C2=CC(=CC=C2)S(=O)(=O)N2CCCC2)C(=O)OC)/F methyl (Z)-1-(4-amino-2-fluorobut-2-en-1-yl)-4-(3-(pyrrolidin-1-ylsulfonyl)phenyl)-1H-benzo[d]imidazol-6-carboxylate hydrochloride